7-(2-bromo-6,7-dihydrothiazolo[5,4-c]pyridin-5(4H)-yl)-2,8-dimethyl-4H-pyrimido[1,2-b]pyridazin-4-one BrC=1SC=2CN(CCC2N1)C=1C(=CC=2N(N1)C(C=C(N2)C)=O)C